6-chloro-3-(((1R)-1-(2-cyano-7-methyl-3-((1R)-1-(trifluoromethyl)-3-azabicyclo[3.1.0]hexan-3-yl)quinoxalin-5-yl)ethyl)amino)picolinic acid ClC1=CC=C(C(=N1)C(=O)O)N[C@H](C)C1=C2N=C(C(=NC2=CC(=C1)C)C#N)N1C[C@]2(CC2C1)C(F)(F)F